ClC=1C(N(C(=CC1OC([2H])([2H])C1=NC=C(C=C1F)F)C)C1=CC(=NC=C1C)N1N=C(C=C1)C1(C(NCC1)=C=O)C)=O 3-Chloro-4-((3,5-difluoropyridin-2-yl)methoxy-d2)-5',6-dimethyl-2'-(3-(3-methyl-2-Carbonylpyrrolidin-3-yl)-1H-pyrazol-1-yl)-2H-[1,4'-bipyridyl]-2-one